N1(C=NC=C1)NC1=CC=CC=C1 (1H-Imidazol-1-yl)aniline